C(C)C(C)(P(O)(O)=O)CC.C(C)P(OCC)(OCC)=O diethyl ethylphosphonate (Diethyl ethylphosphonate)